O=[13C]([13C](=O)O)CCC(=O)O alpha-ketoglutaric acid-13C2